C(C)(C)(C)C1=C(OC2=C(N)C=CC(=C2)Cl)C=C(C=C1)C 2-(2-tert-butyl-5-methylphenoxy)-4-chloroaniline